monodecyl-tin oxide C(CCCCCCCCC)[Sn]=O